l-O-Acetyl-4-azido-2,3,6-tri-O-benzoyl-4-deoxy-D-glucopyranose C(C)(=O)OC1[C@H](OC(C2=CC=CC=C2)=O)[C@@H](OC(C2=CC=CC=C2)=O)[C@@H]([C@H](O1)COC(C1=CC=CC=C1)=O)N=[N+]=[N-]